The molecule is a pentasaccharide derivative consisting of beta-D-galactose at the reducing end linked glycosidically to a 2-aminoethyl group, while having a beta-D-glucosyl residue at the 4-position and an N-acetyl-alpha-neuraminyl-(2->3)-beta-D-galactosyl-(1->4)-N-acetyl-beta-D-glucosyl moiety at the 3-position. It is a glycoside and a pentasaccharide derivative. It derives from an alpha-Neup5Ac-(2->3)-beta-D-Galp-(1->4)-beta-D-GlcpNAc-(1->3)-[beta-D-Glcp-(1->4)]-beta-D-Galp. CC(=O)N[C@@H]1[C@H](C[C@@](O[C@H]1[C@@H]([C@@H](CO)O)O)(C(=O)O)O[C@H]2[C@H]([C@H](O[C@H]([C@@H]2O)O[C@@H]3[C@H](O[C@H]([C@@H]([C@H]3O)NC(=O)C)O[C@@H]4[C@H]([C@@H](O[C@@H]([C@@H]4O[C@H]5[C@@H]([C@H]([C@@H]([C@H](O5)CO)O)O)O)CO)OCCN)O)CO)CO)O)O